CCCCCC(CC(CCCCCCCCC)O)O heptadecane-6,8-diol